benzo[d]thiazol-4-ol S1C=NC=2C1=CC=CC2O